1,2-Dibehenoyl-sn-glycero-3-phosphorylcholine C(CCCCCCCCCCCCCCCCCCCCC)(=O)OC[C@@H](OC(CCCCCCCCCCCCCCCCCCCCC)=O)COP(=O)(O)OCC[N+](C)(C)C